methyl 2-[5-[2-[4-(3-ethynyl-1-tetrahydropyran-2-yl-indazol-5-yl)-2-methyl-pyrazol-3-yl] oxyethoxymethyl]-4-iodo-3-methyl-pyrazol-1-yl]acetate C(#C)C1=NN(C2=CC=C(C=C12)C1=C(N(N=C1)C)OCCOCC1=C(C(=NN1CC(=O)OC)C)I)C1OCCCC1